NC1=NC(=NC=C1C(=O)NC)C1=NN(C2=NC=C(C=C21)F)CC2=C(C=CC=C2)F 4-amino-2-(5-fluoro-1-(2-fluorobenzyl)-1H-pyrazolo[3,4-b]pyridin-3-yl)-N-methylpyrimidine-5-carboxamide